C1(CCCCC1)OCCOC1=CC=CC=2N(C(NC21)=O)C2CCC(CC2)C(=O)NC2=CC(=C(C=C2)C)OC 4-(4-(2-(cyclohexyloxy)ethoxy)-2-oxo-2,3-dihydro-1H-benzo[d]imidazol-1-yl)-N-(3-methoxy-4-methylphenyl)cyclohexanecarboxamide